acryloxyoctadecyldibromomethylsilane C(C=C)(=O)OCCCCCCCCCCCCCCCCCC[SiH2]C(Br)Br